OCCNC1=C(C=C(C=C1)S(=O)(=O)O)[N+](=O)[O-] 4-beta-hydroxyethylamino-3-nitrobenzenesulphonic acid